C(C=1C(C(=O)OCCCCCCCCCCCCC)=CC=CC1)(=O)OCCCCCCCCCCCCC Di(tridecyl) phthalate